2,2'-(5-nitro-1,3-phenylene)diacetonitrile [N+](=O)([O-])C=1C=C(C=C(C1)CC#N)CC#N